2-(3-((1-methyl-1H-imidazol-2-yl)(oxetan-3-yl)methyl)phenyl)-6-(((1-methylcyclobutyl)amino)methyl)-4-(trifluoromethyl)isoindolin-1-one CN1C(=NC=C1)C(C=1C=C(C=CC1)N1C(C2=CC(=CC(=C2C1)C(F)(F)F)CNC1(CCC1)C)=O)C1COC1